2-(2-Chloro-5-(2-hydroxypropan-2-yl)-8-oxothieno[2',3':4,5]pyrrolo[1,2-d][1,2,4]triazin-7(8H)-yl)-N-((1R,3R)-3-hydroxy-3-methylcyclohexyl)acetamid ClC1=CC2=C(C=C3N2C(=NN(C3=O)CC(=O)N[C@H]3C[C@](CCC3)(C)O)C(C)(C)O)S1